OCC=1C=C(C=CC1)S(=O)(=O)N(C)C 3-(hydroxymethyl)-N,N-dimethylbenzenesulfonamide